FC1=C(C=C(C=C1)N1C(=C(C2=C(C=CC=C12)O)C1=CC=C(C(=O)O)C=C1)C1CCOCC1)OC 4-[1-(4-fluoro-3-methoxy-phenyl)-4-hydroxy-2-tetrahydropyran-4-yl-indol-3-yl]Benzoic acid